methyl 6-amino-3-chloro-2-methylpyridine-4-carboxylate NC1=CC(=C(C(=N1)C)Cl)C(=O)OC